ClC=1C=C(C=CC1Cl)C(C)(O)[C@@H]1[C@H]([C@H]([C@@H](O1)N1C=2NC=N\C(\C2N=C1)=N/O)O)O (Z)-9-((2R,3R,4S,5S)-5-((l)-1-(3,4-dichlorophenyl)-1-hydroxyethyl)-3,4-dihydroxytetrahydrofuran-2-yl)-3,9-dihydro-6H-purin-6-one oxime